8-chloro-2-(6-methoxy-3-pyridinyl)quinazoline-4-carboxylic acid ClC=1C=CC=C2C(=NC(=NC12)C=1C=NC(=CC1)OC)C(=O)O